ClC1=NC=CC(=N1)C(CC)N 1-(2-chloropyrimidin-4-yl)propan-1-amine